FCN1CCC1 (fluoromethyl)azetidine